COC(=O)C1=CC=C(N1)B1OC(C)(C)C(C)(C)O1 5-(methoxycarbonyl)pyrrole-2-boronic acid pinacol ester